C(CCCCCCCCCC(C)C)C(CCN)(N)CCC isotridecyl-propyl-1,3-diaminopropane